7-mercapto-isobenzofuran SC1=CC=CC2=COC=C12